NC1=C(C(=O)N2CCC(CC2)C=2C=CN=C3NC(=NC23)C2CCC(NC2)=O)C=CC(=C1)Cl 5-{7-[1-(2-amino-4-chlorobenzoyl)-4-piperidyl]-3H-1,3,4-triazainden-2-yl}-2-piperidinone